C12CN(CC(CC1)O2)C2=NC=1N(C=C2)N=CC1 5-(8-oxa-3-azabicyclo[3.2.1]octane-3-yl)pyrazolo[1,5-a]pyrimidine